CC1(C(N(OC1)CC1=CC=C(C=C1)C1=NOC(=N1)C(F)(F)F)=O)C 4,4-dimethyl-2-[[4-[5-(trifluoromethyl)-1,2,4-oxadiazol-3-yl]phenyl]methyl]isoxazolin-3-one